5-({[1-(4-Chloro-2-fluorophenyl)cyclopropyl]carbonyl}amino)-2-(1-cyclobutyl-1H-pyrazol-4-yl)-3-fluorobenzoic acid ClC1=CC(=C(C=C1)C1(CC1)C(=O)NC=1C=C(C(=C(C(=O)O)C1)C=1C=NN(C1)C1CCC1)F)F